S(CCS)CCS thiobisethanethiol